N-((R)-4,4-difluoro-1-methylpyrrolidin-3-yl)-4-methoxy-5-(1-((R)-1,1,1-trifluoropropan-2-yl)-1H-benzo[d][1,2,3]triazol-6-yl)pyrrolo[2,1-f][1,2,4]triazin-2-amine FC1([C@@H](CN(C1)C)NC1=NN2C(C(=N1)OC)=C(C=C2)C=2C=CC1=C(N(N=N1)[C@@H](C(F)(F)F)C)C2)F